4-methoxy-3-(5-(4-((2-(trimethylsilyl)ethoxy)methyl)-4H-1,2,4-triazol-3-yl)pyridin-3-yl)phenyl octylcarbamate C(CCCCCCC)NC(OC1=CC(=C(C=C1)OC)C=1C=NC=C(C1)C1=NN=CN1COCC[Si](C)(C)C)=O